[2-(4-chloro-2-fluorophenyl)-2-oxoethyl](hydroxy)malonic acid diethyl ester C(C)OC(C(C(=O)OCC)(O)CC(=O)C1=C(C=C(C=C1)Cl)F)=O